OCCCCCNC=1OC=CN1 ((5-hydroxypentyl)amino)oxazole